3-[1-(3-bromophenyl)-3-methylcyclobutyl]-4-methyl-1,2,4-triazole BrC=1C=C(C=CC1)C1(CC(C1)C)C1=NN=CN1C